dicyclohexylbutanediamide C1(CCCCC1)C(C(C(=O)N)C1CCCCC1)C(=O)N